COC1=C(C=C(C(=C1)OC1=CC2=C(N(N=N2)C)C=C1)C)NC1=NC=NC2=C1N=C(N=C2)N2CC1N(C(C2)C1)C(C=C)=O 1-(3-(8-((2-methoxy-5-methyl-4-((1-methyl-1H-benzo[d][1,2,3]triazol-5-yl)oxy)phenyl)amino)pyrimido[5,4-d]pyrimidin-2-yl)-3,6-diazabicyclo[3.1.1]heptan-6-yl)prop-2-en-1-one